DL-lactonitrile C(C(O)C)#N